[Si](C)(C)(C(C)(C)C)O[C@H](COS(=O)(=O)C1=CC=C(C=C1)C)C (2S)-2-[(tert-butyldimethylsilyl) oxy]Propyl-4-methylbenzenesulfonate